tert-butyl ((1r,3r)-3-(4-(4-(2-(3-chloro-4-(2-chloroethoxy)-5-cyanophenyl)propan-2-yl)phenyl)-1H-pyrazol-1-yl)cyclobutyl)carbamate ClC=1C=C(C=C(C1OCCCl)C#N)C(C)(C)C1=CC=C(C=C1)C=1C=NN(C1)C1CC(C1)NC(OC(C)(C)C)=O